N-benzyl-3,3-difluorocyclobutan-1-amine HCl Cl.C(C1=CC=CC=C1)NC1CC(C1)(F)F